7-(Bromomethyl)-3-methyl-5-phenoxyquinoxalin-2(1H)-one BrCC1=CC(=C2N=C(C(NC2=C1)=O)C)OC1=CC=CC=C1